FC=1C(=C(C=CC1)NC1=C(NC2=C1C(NCC2)=O)C2=C(C=NC=C2)OC[C@@H]2N(CC2)C(C(=C)F)=O)OC 3-[(3-fluoro-2-methoxyphenyl)amino]-2-(3-{[(2R)-1-(2-fluoroprop-2-enoyl)azetidin-2-yl]methoxy}pyridin-4-yl)-1H,5H,6H,7H-pyrrolo[3,2-c]pyridin-4-one